O(C(C)C)C=1C=CC=2N(N1)C(=CN2)C#CC=2C=NC=C(C(=O)NC1=CC(=C(C=C1)CN1CCN(CC1)C)C(F)(F)F)C2 5-((6-Isopropoxylimidazo[1,2-b]pyridazin-3-yl)ethynyl)-N-(4-((4-methylpiperazin-1-yl)methyl)-3-(trifluoromethyl)phenyl)nicotinamide